C(C)(C)(C)OC(C(C)(C)NC(NC=1SC=C(C1C(=O)OCC)C)=O)=O ethyl 2-(3-(1-(tert-butoxy)-2-methyl-1-oxopropan-2-yl)ureido)-4-methylthiophene-3-carboxylate